FC1=C(C=C(CC2=NNC(C3=CC=CC=C23)=O)C=C1)C(=O)N1CCN(CC1)C1=CC=C2C(=N1)NC(N2)=O 4-(4-fluoro-3-(4-(2-oxo-2,3-dihydro-1H-imidazo[4,5-b]pyridin-5-yl)piperazine-1-carbonyl)benzyl)phthalazin-1(2H)-one